N-(6-Chloropyridazin-3-yl)octahydrocyclopenta[c]pyrrol-5-amine dihydrochloride Cl.Cl.ClC1=CC=C(N=N1)NC1CC2C(CNC2)C1